gold copper alloyl-carbon C(C=C)(=O)[C].[Cu].[Au]